C(C1=CC=CC=C1)OC1=C(C(=C2C[C@@H](N(C2=C1)C(=O)OC(C)(C)C)CNCCC1COC1)F)N(C(C(F)(F)F)=O)CC(=O)OC(C)(C)C tert-butyl (2R)-6-(benzyloxy)-5-[(2-tert-butoxy-2-oxoethyl)(trifluoroacetyl)amino]-4-fluoro-2-({[2-(oxetan-3-yl)ethyl]amino}methyl)-2,3-dihydro-1H-indole-1-carboxylate